N=1C=CN2C1C=CC(=C2)CNC(NC2=CC=C(C=C2)S(=O)(=O)N2CC1CCC(C2)O1)=O 3-{imidazo[1,2-a]pyridin-6-ylmethyl}-1-(4-{8-oxa-3-azabicyclo[3.2.1]octane-3-sulfonyl}phenyl)urea